Cl.C1(CC1)C1=NC(=NO1)C1[C@H]2CNC[C@@H]12 (1R,5S,6s)-6-(5-cyclopropyl-1,2,4-oxadiazol-3-yl)-3-azabicyclo[3.1.0]hexane monohydrochloride Salt